5-nitro-2,3-dihydro-1H-inden-2-ol [N+](=O)([O-])C=1C=C2CC(CC2=CC1)O